C(CCCCCCC\C=C\CC)O (E)-9-dodecenol